6-O-α-D-Glucopyranuronosyl-D-glucose [C@H]1([C@H](O)[C@@H](O)[C@H](O)[C@H](O1)C(=O)O)OC[C@H]([C@H]([C@@H]([C@H](C=O)O)O)O)O